N,N-dimethyl-ethyl-trimesic acid amide CN(C(C1=C(C(C(=O)O)=CC(C(=O)O)=C1)CC)=O)C